5-(benzyl(methyl)amino)-N-(3,5-dimethoxyphenyl)-7-(1H-pyrazol-4-yl)pyrazolo[1,5-a]pyrimidine-2-carboxamide C(C1=CC=CC=C1)N(C1=NC=2N(C(=C1)C=1C=NNC1)N=C(C2)C(=O)NC2=CC(=CC(=C2)OC)OC)C